(E)-3-[2-[(E,3R)-5-[3-(Benzenesulfonamido)phenyl]-3-hydroxypent-4-enoxy]phenyl]prop-2-enoic acid C1(=CC=CC=C1)S(=O)(=O)NC=1C=C(C=CC1)/C=C/[C@@H](CCOC1=C(C=CC=C1)/C=C/C(=O)O)O